ClC1=C(C(=O)NCC(N2CCC(CC2)OC2=C(C=NC=C2)F)C2=C(N=CS2)C(F)F)C(=CC=C1)F 2-chloro-N-{2-[4-(difluoromethyl)-1,3-thiazol-5-yl]-2-{4-[(3-fluoropyridin-4-yl)oxy]piperidin-1-yl}ethyl}-6-fluorobenzamide